OC1=C(C=CC=C1)C=1C=C2C(=NN1)NCC1N2CCN(C1)C1=NC=CC(=N1)C1CCN(CC1)C(=O)OC(C)(C)C Tert-butyl 4-(2-(2-(2-hydroxyphenyl)-6a,7,9,10-tetrahydro-5H-pyrazino[1',2':4,5]pyrazino[2,3-c]pyridazin-8(6H)-yl)pyrimidin-4-yl)piperidine-1-carboxylate